O=C1NC(CCC1N1C(C2=CC=C(C=C2C1)CNC(=O)NC1=CC=C(C=C1)OC[C@@H]1C[C@@H](CC1)CN)=O)=O |r| 1-[[2-(2,6-dioxo-3-piperidyl)-1-oxo-isoindolin-5-yl]methyl]-3-[4-[[rac-(1S,3R)-3-(aminomethyl)cyclopentyl]methoxy]phenyl]urea